{5-bromo-7-methyl-7H-pyrrolo[2,3-d]pyrimidin-4-yl}methanol BrC1=CN(C=2N=CN=C(C21)CO)C